FC(C(=O)O)(F)F.C(C1=CC=CC=C1)OC(CC[C@@H](N)C(N)=O)=O D-isoglutamine benzyl ester trifluoroacetate